benzyl N-[(1S)-1-(4,4-difluorocyclohexyl)-2-[[3-fluoro-1-[1-(3-methoxypyridazin-4-yl)ethyl]pyrazol-4-yl]amino]-2-oxo-ethyl]carbamate FC1(CCC(CC1)[C@@H](C(=O)NC=1C(=NN(C1)C(C)C1=C(N=NC=C1)OC)F)NC(OCC1=CC=CC=C1)=O)F